(S)-METHYL 5'-CHLORO-5-(((1R,2S)-2-((E)-PENT-1-EN-1-YL)CYCLOBUTYL)METHYL)-2',3',4,5-TETRAHYDRO-2H-SPIRO[BENZO[B][1,4]OXAZEPINE-3,1'-INDENE]-7-CARBOXYLATE ClC=1C=C2CC[C@]3(C2=CC1)CN(C1=C(OC3)C=CC(=C1)C(=O)OC)C[C@H]1[C@@H](CC1)\C=C\CCC